2-(ortho-hydroxyphenyl)-4-hydroxymethyl-4,5-dihydrothiazole OC1=C(C=CC=C1)C=1SCC(N1)CO